6-bromo-N-(3-methoxy-2,6-dimethylphenyl)-4-methylpyrazolo[1,5-a]pyridin-7-amine BrC=1C=C(C=2N(C1NC1=C(C(=CC=C1C)OC)C)N=CC2)C